C(C)(=O)N[C@@H](CC(=O)O)C(=O)N[C@@H](CCC(=O)[O-])C(=O)[O-] N-acetylaspartylglutamate